NC=1C=C(C=CC1)S(=O)(=O)NC1=NC(=CC(=N1)OC=1C=C(C=CC1)CCCC(=O)O)C1=C(C=CC=C1C)C 4-[3-[2-[(3-Aminophenyl)sulfonylamino]-6-(2,6-dimethylphenyl)pyrimidin-4-yl]oxyphenyl]butanoic acid